6-(1-(2-cyclobutyl-2-azaspiro[3.3]hept-6-yl)piperidin-4-yl)-2-(3,4-dimethoxyphenyl)-8-methylimidazo[1,2-a]pyridine C1(CCC1)N1CC2(C1)CC(C2)N2CCC(CC2)C=2C=C(C=1N(C2)C=C(N1)C1=CC(=C(C=C1)OC)OC)C